C(C)(C)(C)OC(=O)N1C[C@@H](NCC1)CC1=CC=CC=C1 (3S)-3-benzylpiperazine-1-carboxylic acid tert-butyl ester